C(C)(C)[C@H]1CO[C@@]23CCC(C[C@H]3CCC(N21)=O)=O (3S,7aR,11aR)-3-isopropyl-2,3,6,7,7a,8,10,11-octahydrooxazolo[2,3-j]quinoline-5,9-dione